5'-(2-(6-([1,1'-biphenyl]-3-yl)-2-phenylpyrimidin-4-yl)phenyl)spiro[cyclohexane-1,9'-fluorene]-2'-carbonitrile C1(=CC(=CC=C1)C1=CC(=NC(=N1)C1=CC=CC=C1)C1=C(C=CC=C1)C1=C2C=3C=CC(=CC3C3(C2=CC=C1)CCCCC3)C#N)C3=CC=CC=C3